C(=O)O.C(C(C)(C)C)(=O)N1CC(C1)N1N=C(C(=C1)NC(=O)C=1OC(=CC1)C=1C=NNC1)C1=NC=CC=C1 N-[1-{1-Pivaloylazetidin-3-yl}-3-(pyridine-2-yl)-1H-pyrazol-4-yl]-5-(1H-pyrazol-4-yl)furan-2-carboxamide, Formate Salt